ClC1=C(C=C(C=C1)[C@H]1[C@@H](C1)NC(N([C@H]1CN(CCC1)C(=O)[C@H]1COCC1)C)=O)C 3-[(1R,2S)-2-(4-chloro-3-methylphenyl)cyclopropyl]-1-methyl-1-[(3R)-1-[(3R)-oxolane-3-carbonyl]piperidin-3-yl]urea